ClC=1C(N(C(=CC1OCC=1N=NC=C(C1)C)C)C1=CC(=NC=C1C)C1=NC(=NC=C1)C(C)(C)O)=O rel-3-chloro-2'-[2-(2-hydroxypropan-2-yl)pyrimidin-4-yl]-5',6-dimethyl-4-[(5-methylpyridazin-3-yl)methoxy]-[1,4'-bipyridin]-2-one